CS(=O)C1=NC=2N(C(N1)=O)N=C(C2C2=CC(=C(C(=C2)F)F)F)C2=NC=CC=N2 2-Methanesulfinyl-7-(pyrimidin-2-yl)-8-(3,4,5-trifluorophenyl)-3H-pyrazolo[1,5-a][1,3,5]triazin-4-one